[3-[3-(4-chloro-2-methylindazol-5-yl)-1H-pyrazolo[3,4-b]pyrazin-6-yl]-7-phenyl-3-azabicyclo[4.1.0]heptan-7-yl]methanamine ClC=1C2=CN(N=C2C=CC1C1=NNC2=NC(=CN=C21)N2CC1C(C1CC2)(C2=CC=CC=C2)CN)C